C[N+]1=C(N(C2=C1C(=C(C=C2)C)C)C)C(=O)[O-] 1,3,6,7-tetramethylbenzimidazolium-2-carboxylate